CC1(COC1)N1C2CN(C(C1)C2)C2=CC=C(C(=N2)OCCCN)[N+](=O)[O-] 3-((6-(5-(3-Methyloxetan-3-yl)-2,5-diazabicyclo[2.2.1]hept-2-yl)-3-nitropyridin-2-yl)oxy)propan-1-amine